methyl 2-(4-butylbenzamido)-3-(1H-pyrrol-2-yl)acrylate C(CCC)C1=CC=C(C(=O)NC(C(=O)OC)=CC=2NC=CC2)C=C1